TETRAHYDRO-1-BENZOTHIOPHENE-3-CARBOXAMIDE S1CC(C2C1=CC=CC2)C(=O)N